ethyl 2-(2-((7-(3-(aminomethyl)phenyl)benzofuran-5-yl)methoxy)-4-((diethoxyphosphorylamino)methyl)phenyl)acetate NCC=1C=C(C=CC1)C1=CC(=CC=2C=COC21)COC2=C(C=CC(=C2)CNP(=O)(OCC)OCC)CC(=O)OCC